tert-Butyl N-[(1R)-2-[benzyl-[(3S)-2-oxotetrahydrofuran-3-yl]amino]-1-methyl-2-oxo-ethyl]carbamate C(C1=CC=CC=C1)N(C([C@@H](C)NC(OC(C)(C)C)=O)=O)[C@@H]1C(OCC1)=O